(1S,3S)-N-(7-chloro-6-(4-((3S,4S)-4-hydroxy-3-methyltetrahydrofuran-3-yl)piperazin-1-yl)isoquinolin-3-yl)-5-oxaspiro[2.5]octane-1-carboxamide ClC1=C(C=C2C=C(N=CC2=C1)NC(=O)[C@H]1C[C@]12COCCC2)N2CCN(CC2)[C@]2(COC[C@H]2O)C